COC1=CC=C(C(=N1)C(F)(F)F)S(=O)(=O)N1CC2(C1)CC(CC2)N2CCOCC2 4-(2-((6-Methoxy-2-(trifluoromethyl)pyridin-3-yl)sulfonyl)-2-azaspiro[3.4]octan-6-yl)morpholine